CN1N=NC(=C1NC(O[C@H](C)C=1C(=NC=C(C1)F)F)=O)C1=NC=C(C=C1)NC(=O)C=1C=C2C(=NC1)NC(=N2)C (R)-1-(2,5-difluoropyridin-3-yl)ethyl (1-methyl-4-(5-(2-methyl-3H-imidazo[4,5-b]pyridine-6-carboxamido)pyridin-2-yl)-1H-1,2,3-triazol-5-yl)carbamate